(5R,9S)-3-(3,5-Difluorophenyl)-2-methyl-4,5,6,7,8,9-hexahydro-2H-5,9-epiminocycloocta[c]pyrazol-10-yl(2-fluoropyridin-4-yl)methanone FC=1C=C(C=C(C1)F)C1=C2C(=NN1C)[C@@H]1CCC[C@H](C2)N1C(=O)C1=CC(=NC=C1)F